CC1=CC=C(C=C1)CC(C)=O (4-methylphenyl)acetone